C(C)(C)(C)C1=CC=CC1 1-Tert-butyl-1,3-cyclopentadiene